ClC1=CC=C2C(=CNC2=C1)S(=O)(=O)NC1=C(C=C(C(=C1)F)F)F 6-chloro-N-(2,4,5-trifluorophenyl)-1H-indole-3-sulphonamide